C1(CCC1)N1N=C(C2=CC(=CC=C12)B1OC(C(O1)(C)C)(C)C)COC1=C(C=CC=C1)CC(=O)OCC ethyl 2-(2-((1-cyclobutyl-5-(4,4,5,5-tetramethyl-1,3,2-dioxaborolan-2-yl)-1H-indazol-3-yl)methoxy)phenyl)acetate